ClC1=CC=C2C(=C1)NC(C21C(NCC1C1=C(C(=CC=C1)Cl)F)CC1(CC1)CF)=O 6-Chloro-4'-(3-chloro-2-fluorophenyl)-2'-(1-fluoromethyl-cyclopropylmethyl)-2-oxo-1,2-dihydro-spiro[indol-3,3'-pyrrolidin]